BrC=1C=C(N(C1CCCO)C)C#N D-4-bromo-5-(3-hydroxypropyl)-1-methyl-1H-pyrrole-2-carbonitrile